CC1=NC=CC(=C1)C=1N=C2N(C=CC=N2)C1C1=CC2=C(OCC(N2CCNC(OC(C)(C)C)=O)=O)C=C1 tert-Butyl (2-(6-(2-(2-methylpyridin-4-yl)imidazo[1,2-a]pyrimidin-3-yl)-3-oxo-2,3-dihydro-4H-benzo[b][1,4]oxazin-4-yl)ethyl)carbamate